N-(1-(3-Fluorobenzyl)piperidin-4-yl)-6-morpholinopyridine-3-sulfonamide FC=1C=C(CN2CCC(CC2)NS(=O)(=O)C=2C=NC(=CC2)N2CCOCC2)C=CC1